NC1=NC=C(C2=C1N=C(N=C2)C=2C=C(C=C(C2)C)C#C[C@]2(C(N(CC2)C)=O)O)C (R)-3-[2-[3-(8-Amino-5-methyl-pyrido[3,4-d]pyrimidin-2-yl)-5-methyl-phenyl]ethynyl]-3-hydroxy-1-methyl-pyrrolidin-2-one